C[Si](CCCCCC)C dimethyl-hexyl-silicon